CC1=NN(C(=C1)C)C1=NC=C(C#N)C=C1 6-(3,5-dimethyl-1H-pyrazol-1-yl)nicotinonitrile